O1CCOC12CCC(CC2)C=2N=C1C(=NC2)N(C=C1C1CCN(CC1)C(=O)OC(C)(C)C)COCC[Si](C)(C)C tert-butyl 4-[2-(1,4-dioxaspiro[4.5]decan-8-yl)-5-(2-trimethylsilylethoxymethyl)pyrrolo[2,3-b]pyrazin-7-yl]piperidine-1-carboxylate